C1(C=CC=C1)[Ti]CC(=C)C[Si](C)(C)C cyclopentadienyl-[2-(trimethylsilylmethyl)allyltitanium]